2-((2,3-Dihydrobenzofuran-3-yl)amino)pyrimidine-5-carboxylic acid O1CC(C2=C1C=CC=C2)NC2=NC=C(C=N2)C(=O)O